C1=CC=CC=2C3=CC=CC=C3C(=CC12)C(N)=S phenanthrene-9-thiocarboxamide